(R)-5-(3-amino-4-chloro-phenyl)-3-methyl-3,4-dihydro-2H-pyridine-1-carboxylic acid tert-butyl ester C(C)(C)(C)OC(=O)N1C[C@@H](CC(=C1)C1=CC(=C(C=C1)Cl)N)C